C(C)(C)(C)O[Bi](OC(C)(C)C)OC(C)(C)C Tri(tert-butyloxy)bismuth